FC=1C=C(C=CC1)S(=O)(=O)N[C@H](C(=O)O)CC1=CC=CC=C1 (S)-2-(3-fluorophenylsulfonamido)-3-phenylpropanoic acid